C(CCCCCC=C)(=O)O.C(CCCCCC=C)(=O)O.C(CCCCCC=C)(=O)O.[Al] aluminum tri(7-octenoic acid)